ClCC=1OC(=NN1)C1CC1 2-(chloromethyl)-5-cyclopropyl-1,3,4-oxadiazole